NCC1=CC=C(C=C1)CN 1,4-bis-(aminomethyl)-benzene